(R)-2-chloro-3-methyl-6,7,7a,8,10,11-hexahydro-9H-pyrazino[1,2-d]pyrido[3,2-b][1,4]thiazepin ClC=1C(=CC=2SCC[C@H]3N(C2N1)CCNC3)C